C(C)(C)(C)OC(=O)N1C[C@@H](CCC1)C(NC1=NN(C2=CC=C(C=C12)C1=C(C=CC(=C1)F)F)C(C1=CC=CC=C1)(C1=CC=CC=C1)C1=CC=CC=C1)=O (3R)-3-{[5-(2,5-difluorophenyl)-1-trityl-1H-indazol-3-yl]carbamoyl}piperidine-1-carboxylic acid tert-butyl ester